C(C)NC1=C(C(=C(C(=O)O)C(=C1NCC)O)CCCCCC)C(C1=CC=CC=C1)=O.C(C)CCCCCCOC=1C(C(=O)O)=CC=CC1.C(C)O Ethanol 6-Ethylhexyl-salicylate 4,5-Diethylaminohydroxybenzoyl-hexyl-benzoate